phenyl (3,5-difluoro-4-{[1-(4-methylbenzene-1-sulfonyl)-3-(3,3,3-trifluoropropyl)-1H-pyrrolo[2,3-b]pyridin-4-yl]oxy}phenyl)carbamate FC=1C=C(C=C(C1OC1=C2C(=NC=C1)N(C=C2CCC(F)(F)F)S(=O)(=O)C2=CC=C(C=C2)C)F)NC(OC2=CC=CC=C2)=O